(S)-3-phenyl-2-(benzenesulfonyl)isoxazolidine C1(=CC=CC=C1)[C@H]1N(OCC1)S(=O)(=O)C1=CC=CC=C1